NCCC1=C(NC2=CC3=C(C=C12)C=CO3)C(=O)O 5-(2-aminoethyl)-7H-furo[3,2-f]indole-6-carboxylic acid